C(C)(C)(C)CC(C(=O)O[O-])(C)C t-butyl-peroxypivalat